C(C)(=O)OC1=C(C(C(OC1(C)C)(C)C)=O)C=1C=C(C=CC1CC)C1=C(C=C(C=C1)Cl)Cl 5-(acetyloxy)-4-(2',4'-dichloro-4-ethyl-[1,1'-biphenyl]-3-yl)-3,6-dihydro-2,2,6,6-tetramethyl-2H-pyran-3-one